FC1=CC(=CC2=CN(N=C12)C)C1=NN2C(S1)=NC(=C2)C2CCNCC2 7-fluoro-2-methyl-5-[6-(piperidin-4-yl)imidazo[2,1-b][1,3,4]thiadiazol-2-yl]-2H-indazole